C(N)(=O)C=1C(=NC(=NC1)NC1=CC=C(C=C1)N1CCN(CC1)C)NC1=CC(=CC=C1)S(NC(C)(C)C)(=O)=O 5-Carbamoyl-N4-(3-[N-(1,1-dimethylethyl)sulfamoyl]phenyl)-N2-[4-(4-methylpiperazin-1-yl)phenyl]pyrimidine-2,4-diamine